(N-[4-Amino-5-[3-(cyclobutylmethoxy)isoxazol-5-carbonyl]thiazol-2-yl]-4-fluoroanilino)propanamid NC=1N=C(SC1C(=O)C1=CC(=NO1)OCC1CCC1)N(C1=CC=C(C=C1)F)C(C(=O)N)C